3-[4-(aminomethyl)-2-oxo-benzo[cJ]indol-1-yl]piperidine-2,6-dione hydrochloride Cl.NCC=1C=C2C3=C(C(N(C3=CC=C2)C2C(NC(CC2)=O)=O)=O)C1